C(C)(=O)N1C(=O)N(C(=O)C1(C)C)C(C)=O 1,3-diacetyl-5,5-dimethylhydantoin